C1CC(C=C1)CCCCCCCCCCC(=O)O The molecule is a cyclopentenyl fatty acid consisting of undecanoic acid having a cyclopent-2-enyl group at the 11-position. It is a cyclopentenyl fatty acid, a monounsaturated fatty acid and a long-chain fatty acid.